Bis(aminomethyl)tricyclo[5.2.1.02,6]decan NCC12C3(CCC(C2CCC1)C3)CN